4-[(3R)-3-(dimethylamino)pyrrolidin-1-yl]-2-ethyl-6-fluoroindazole-7-carboxylic acid CN([C@H]1CN(CC1)C=1C2=CN(N=C2C(=C(C1)F)C(=O)O)CC)C